1,2-dibromo-cyclooctane BrC1C(CCCCCC1)Br